8-Aminopyrene-1,3,6-Trisulfonic Acid NC=1C=C(C=2C=CC3=C(C=C(C=4C=CC1C2C43)S(=O)(=O)O)S(=O)(=O)O)S(=O)(=O)O